C(C1=CC=CC=C1)OC(=O)N1C(OC[C@H]1CCCN1C(C2=C(C(=C(C=C2C=C1)C1=NC=C(C=N1)C(F)(F)F)F)F)=O)(C)C (4R)-4-[3-[7,8-difluoro-1-oxo-6-[5-(trifluoromethyl)pyrimidin-2-yl]-2-isoquinolinyl]propyl]-2,2-dimethyl-oxazolidine-3-carboxylic acid benzyl ester